2-(5-fluoro-4-(3-fluoro-4-hydroxy-5-methoxyphenyl)-3-methyl-2-oxo-2,3-dihydro-1H-benzo[d]imidazol-1-yl)-N-(4-fluorophenyl)acetamide FC1=C(C2=C(N(C(N2C)=O)CC(=O)NC2=CC=C(C=C2)F)C=C1)C1=CC(=C(C(=C1)OC)O)F